N12CCN(C(CC1)CC2)C(=O)N2N=C(C1=C2COCC1)N1N=CC(=C1)Cl (1,4-diazabicyclo[3.2.2]nonan-4-yl)(3-(4-chloro-1H-pyrazol-1-yl)-4,7-dihydropyrano[3,4-c]pyrazol-1(5H)-yl)methanone